3-(5-(((1S,2R)-2-(3-(2-methoxyphenoxy)azetidin-1-yl)cyclopentyl)oxy)-1-oxoisoindolin-2-yl)piperidine-2,6-dione COC1=C(OC2CN(C2)[C@H]2[C@H](CCC2)OC=2C=C3CN(C(C3=CC2)=O)C2C(NC(CC2)=O)=O)C=CC=C1